normal-butyl-cyclopentadienyl-sodium C(CCC)C1(C=CC=C1)[Na]